2-(6-(2-(2-chloro-5-(trifluoromethyl)benzyl)-2H-tetrazol-5-yl)pyridin-2-yl)-2-hydroxypropane-1-sulfonamide ClC1=C(CN2N=C(N=N2)C2=CC=CC(=N2)C(CS(=O)(=O)N)(C)O)C=C(C=C1)C(F)(F)F